NC1=NC=CC(=N1)C1=NC(=CC(=C1)[C@@H]1COC[C@H](N1C(C=C)=O)C)Cl 1-((3R,5R)-3-(2-(2-aminopyrimidin-4-yl)-6-chloropyridin-4-yl)-5-methylmorpholino)prop-2-en-1-one